2,4-dihydroxyhept-2-ene OC(C)=CC(CCC)O